3-chloro-N,N-dimethyl-1,4-phenylenediamine ClC=1C=C(C=CC1N)N(C)C